CN1N=CC(=C1)[C@@H]1OCCN(C1)C=1N=C(C=2N(C(C3=C(N2)COC3)=O)C1)SC (S)-7-(2-(1-methyl-1H-pyrazol-4-yl)morpholino)-5-(methylthio)-1,3-dihydro-10H-furo[3,4-d]pyrazino[1,2-a]pyrimidin-10-one